N1C(=N[C@H]2[C@H]1CCCC2)SCC2=CSC1=NC3=CC=CC=C3CN12 3-((((3aR,7aR)-3a,4,5,6,7,7a-hexahydro-1H-benzo[d]imidazol-2-yl)thio)methyl)-5H-thiazolo[2,3-b]quinazoline